C(C)C=1OC=2N=C3N(C(C2N1)=O)CCCC3 2-ethyl-5,6,7,8-tetrahydro-10H-oxazolo[5,4-D]pyrido[1,2-a]pyrimidine-10-one